2-(aza-2-butylindolyl)dihydronaphthalen-1-ol N(CCC)C=1NC2=CC=CC=C2C1C1C(C2=CC=CC=C2C=C1)O